C(C)(=O)N1CCN(CC1)C(COC1=CC=C(C(=O)C2=C(N=C(S2)N(C2=CC=C(C=C2)F)C(C(=O)N)C)N)C=C1)=O (N-[5-[4-[2-(4-acetylpiperazin-1-yl)-2-oxo-ethoxy]benzoyl]-4-amino-thiazol-2-yl]-4-fluoro-anilino)propanamide